[Si](C1=CC=CC=C1)(C1=CC=CC=C1)(C(C)(C)C)OCC1(C(C1)(F)F)CN1CCC1 1-((1-(((tert-butyldiphenylsilyl)oxy)methyl)-2,2-difluorocyclopropyl)methyl)azetidine